3-(2-(3-acrylamidopropyl)-4,5-dibromo-3,6-dioxo-3,6-dihydropyridazin-1(2H)-yl)propanoic acid C(C=C)(=O)NCCCN1N(C(C(=C(C1=O)Br)Br)=O)CCC(=O)O